(5-(2-methyl-5,6-dihydro-[1,2,4]triazolo[1,5-a]pyrazin-7(8H)-yl)naphthalen-2-yl)(piperidin-1-yl)methanone CC1=NN2C(CN(CC2)C2=C3C=CC(=CC3=CC=C2)C(=O)N2CCCCC2)=N1